C(C)(C)(C)OC(NCCCC(C=1C=NC=CC1)=O)=O (4-oxo-4-(pyridin-3-yl)butyl)carbamic acid tert-butyl ester